C1NCCC2C=3C1=CC=CC3C3(CC2)CCCC3 2',3',4',4a',5',6'-hexahydro-1'H-spiro[cyclopentane-1,7'-naphtho[1,8-cd]azepine]